[Cl-].C(C=C)(=O)OC[N+](C)(C)CCCO acryloyloxyhydroxypropyltrimethylammonium chloride